C(C)(C)(C)NC/C=C/C(=O)NC1=C(C=C(C=C1F)C(=O)C1=CC=C2C(=CC=CN12)C1=C(C2=C(N(C=N2)C)C=C1C)C)F (E)-4-(tert-butylamino)-N-(2,6-difluoro-4-(8-(1,4,6-trimethyl-1H-benzo[d]imidazol-5-yl)indolizine-3-carbonyl)phenyl)but-2-enamide